(cyclopropyl-methyl)-3-[(6-phenyl-pyridazin-3-yl)amino]benzamide C1(CC1)CC1=C(C(=O)N)C=CC=C1NC=1N=NC(=CC1)C1=CC=CC=C1